NC(C(=O)O)(CCCCB(O)O)CCCN(C)CC1=CC=C(C=C1)OC1=CC(=C(C=C1)Cl)Cl 2-amino-6-borono-2-(3-((4-(3,4-dichlorophenoxy)benzyl)(methyl)amino)propyl)hexanoic acid